rac-4-(4-aminopyrimidin-2-yl)-2-(difluoromethyl)piperazine-1-carboxylic acid tert-butyl ester C(C)(C)(C)OC(=O)N1[C@H](CN(CC1)C1=NC=CC(=N1)N)C(F)F |r|